(2R)-2-amino-3-phenylpropylcarbamate N[C@@H](CNC([O-])=O)CC1=CC=CC=C1